[Cl-].COC(=O)C=1C=NC(=NC1)C1(CC1)[NH2+]C 1-[5-(methoxycarbonyl)pyrimidin-2-yl]-N-methylcyclopropan-1-aminium chloride